3-bromo-N-neopentylbenzamide BrC=1C=C(C(=O)NCC(C)(C)C)C=CC1